C(#N)C1=C(C(=O)OC)C=CC(=C1)C#C[C@@H]1OC(OC1)(C)C methyl 2-cyano-4-[2-[(4S)-2,2-dimethyl-1,3-dioxolan-4-yl]ethynyl]benzoate